NC(C(=O)O)CCCCCCC(=O)O α-aminoazelaic acid